(5'-methyl-4-pentyl-2'-(prop-1-en-2-yl)-1',2',3',4'-tetrahydro-[1,1'-biphenyl]-2,6-diyl) bis((1-(dimethoxyphosphoryl)-1-hydroxyethyl)phosphonate) COP(=O)(OC)C(C)(O)P(OC1=C(C(=CC(=C1)CCCCC)OP([O-])(=O)C(C)(O)P(=O)(OC)OC)C1C(CCC(=C1)C)C(=C)C)([O-])=O